7-(5-(5-((1S,4S)-2-oxa-5-azabicyclo[2.2.1]heptan-5-yl)-1,3,4-thiadiazol-2-yl)-4-(isopropylamino)pyridin-2-yl)pyrrolo[1,2-b]pyridazine-3-carbonitrile [C@@H]12OC[C@@H](N(C1)C1=NN=C(S1)C=1C(=CC(=NC1)C1=CC=C3N1N=CC(=C3)C#N)NC(C)C)C2